(Z)-3-chloro-3-(3,4-dimethoxy-5-nitrophenyl)-2-(thiazole-4-carbonyl)acrylonitrile Cl\C(=C(\C#N)/C(=O)C=1N=CSC1)\C1=CC(=C(C(=C1)[N+](=O)[O-])OC)OC